C(C)N1N=CC2=CC(=C(C=C12)OC1=CC=C(C=C1)OCCOC1CCOCC1)C(=O)O 1-ethyl-6-[4-(2-tetrahydropyran-4-yloxyethoxy)phenoxy]indazole-5-carboxylic acid